FC(C1=C(COC2CN(C2)C(=O)N2CC3C(OCC(N3)=O)CC2)C=CC(=C1)C(F)(F)F)(F)F 6-(3-((2,4-bis(trifluoromethyl)benzyl)oxy)azetidine-1-carbonyl)hexahydro-2H-pyrido[4,3-b][1,4]oxazin-3(4H)-one